(S)-1-(tert-butoxycarbonyl)-4,4-dimethylpyrrolidin-2-carboxylic acid C(C)(C)(C)OC(=O)N1[C@@H](CC(C1)(C)C)C(=O)O